nicotinic acid chloride hydrochloride Cl.C(C1=CN=CC=C1)(=O)Cl